NC1=NC=2C=CC(=CC2C2=C1C=NN2C)C(=O)N(N(C)C(=O)C2CC2)CC2=NC=C(C=C2)OC(F)F 4-amino-N'-(cyclopropanecarbonyl)-N-((5-(difluoromethoxy)pyridin-2-yl)methyl)-N',1-dimethyl-1H-pyrazolo[4,3-c]quinoline-8-carbohydrazide